4-Oxo-6-(2-(3-(trifluoromethyl)-1H-pyrazol-1-yl)cyclobutyl)-1-(1-(6-(trifluoromethyl)pyridin-3-yl)ethyl)-4,5-dihydro-1H-pyrazolo[3,4-d]pyrimidin-3-carbonitril O=C1C2=C(N=C(N1)C1C(CC1)N1N=C(C=C1)C(F)(F)F)N(N=C2C#N)C(C)C=2C=NC(=CC2)C(F)(F)F